C1(CCCC1)N1C(C=CC2=C1N=C(N=C2)NC2CCN(CC2)S(=O)(=O)C2=CC=C(OC1CN(C1)C=1C=C3C(N(C(C3=CC1)=O)C1C(NC(CC1)=O)=O)=O)C=C2)=O 5-(3-(4-((4-((8-cyclopentyl-7-oxo-7,8-dihydropyrido[2,3-d]pyrimidin-2-yl)amino)-piperidin-1-yl)sulfonyl)phenoxy)azetidin-1-yl)-2-(2,6-dioxopiperidin-3-yl)isoindoline-1,3-dione